O=C1N(C(C=C1)=O)CCCCCC(=O)OCCC1=CC(=C(C=C1)O)N1N=C2C(=N1)C=CC=C2 3-(2H-benzo[d][1,2,3]triazol-2-yl)-4-hydroxyphenethyl 6-(2,5-dioxo-2,5-dihydro-1H-pyrrol-1-yl)hexanoate